C(=C)OC(O)=O carbonic acid vinylester